[2,5-ditetradecyl]-6-(thien-2-yl)pyrrolo[3,4-c]pyrrole-1,4-dione C(CCCCCCCCCCCCC)N1C(C2=C(N(C(C2=C1)=O)CCCCCCCCCCCCCC)C=1SC=CC1)=O